1-(7-methylthieno[3,2-d]pyrimidin-4-yl)-4-piperidylamine CC1=CSC2=C1N=CN=C2N2CCC(CC2)N